1-bromo-4-fluoro-5-methoxy-2-methyl-benzene BrC1=C(C=C(C(=C1)OC)F)C